(5-(5-((tert-butoxycarbonyl)amino)-6-methylpyridin-2-yl)-3-methylisoxazol-4-yl)methyl cyclopentyl(methyl)carbamate C1(CCCC1)N(C(OCC=1C(=NOC1C1=NC(=C(C=C1)NC(=O)OC(C)(C)C)C)C)=O)C